C1(CC1)C=1C=C2C(=NNC2=C(C1)OC(F)F)C1=C(C(=O)N)C=CC(=C1)F (5-cyclopropyl-7-(difluoromethoxy)-1H-indazol-3-yl)-4-fluorobenzamide